N1(CCNCCC1)C1=CC=C(C(=O)N2CCN(CC2)C(=O)OC(C)(C)C)C=C1 tert-butyl 4-[4-(1,4-diazepan-1-yl)benzoyl]piperazine-1-carboxylate